C(C)(C)(C)OC(=O)N1CC(CC1)C(=O)O 1-(tert-Butyloxycarbonyl)pyrrolidine-3-carboxylic acid